ClC1=CC=C(C=2SC(=C(C21)CCNC2=CC(=NC=N2)C2=CC(=C(S2)C(=O)O)C)C)OC 5-{6-[2-(4-Chloro-7-methoxy-2-methyl-benzo[b]thiophen-3-yl)-ethylamino]-pyrimidin-4-yl}-3-methyl-thiophene-2-carboxylic acid